FC=1C(C(=C(C(C1C1=C(NC2=CC=CC=C12)C)=O)NCC#C)F)=O 2,6-difluoro-3-(2-methyl-1H-indol-3-yl)-5-(prop-2-yn-1-ylamino)cyclohexa-2,5-diene-1,4-dione